O1CC(C1)N1C(N(CC1)C1CN(CCC1)C=1N=CC(=NC1)C(=O)N)=O 5-(3-(3-(oxetan-3-yl)-2-oxoimidazolin-1-yl)piperidin-1-yl)pyrazin-2-carboxamide